2-(2-(1,4-oxazepan-4-yl)pyrimidin-5-yl)-9-phenyl-8,9-dihydro-6H-pyrido[3',2':4,5]imidazo[2,1-c][1,4]oxazine O1CCN(CCC1)C1=NC=C(C=N1)C=1C=CC=2N=C3COCC(N3C2N1)C1=CC=CC=C1